(S)-4-(6-(7,8-dimethyl-3-(trifluoromethyl)-[1,2,4]triazolo[4,3-b]pyridazin-6-yl)-5,6,7,8-tetrahydro-1,6-naphthyridin-3-yl)-3-methylmorpholine CC1=C(C=2N(N=C1N1CC=3C=C(C=NC3CC1)N1[C@H](COCC1)C)C(=NN2)C(F)(F)F)C